2-(1-pyrrolidinyl)-1-{6-[4-(3-quinolylamino)-2-pyrimidinylamino]-1-indolinyl}-1-ethanone N1(CCCC1)CC(=O)N1CCC2=CC=C(C=C12)NC1=NC=CC(=N1)NC=1C=NC2=CC=CC=C2C1